FC(S(=O)C=1C(=NNC1)C#N)(F)F 4-[(trifluoromethyl)sulfinyl]-1H-pyrazole-3-carbonitrile